C(C)(C)(C)OC(=O)N1CC(N(C(C1)C)C1=CC2=C(N=C(N=C2)SC)N(C1=O)C)C.OCCCOC1=CC=C2C=CC(OC2=C1)=O 7-(3-hydroxypropoxy)coumarin tert-butyl-3,5-dimethyl-4-(8-methyl-2-methylsulfanyl-7-oxo-pyrido[2,3-d]pyrimidin-6-yl)piperazine-1-carboxylate